2-[2-[bis(carboxymethyl)amino]ethyl-[2-[2-[bis(carboxymethyl)amino]ethyl-(carboxymethyl)amino]-ethyl]amino]acetic acid C(=O)(O)CN(CCN(CC(=O)O)CCN(CC(=O)O)CCN(CC(=O)O)CC(=O)O)CC(=O)O